6-(4-((4-(1H-pyrazol-4-yl)phenyl)-amino)-pyrimidin-2-yl)-N,N-dimethyl-1H-indole-2-carboxamide N1N=CC(=C1)C1=CC=C(C=C1)NC1=NC(=NC=C1)C1=CC=C2C=C(NC2=C1)C(=O)N(C)C